2-chloro-N-[4-(piperidine-1-sulfonyl)phenyl]acetamide ClCC(=O)NC1=CC=C(C=C1)S(=O)(=O)N1CCCCC1